CC(CCC)C(CCC)C 4,5-Dimethyloctane